C(C)(C)C=1C(C=C(C(C1)=O)C)=O 2-isopropyl-5-methyl-1,4-benzoquinone